Cl[C@@H](C(=O)N(CC(=O)N)NC(=O)[C@H]1N(CCC1)S(=O)(=O)C1=CC=C(C=C1)C1=CC=C(C=C1)OC)F 2-[((2S)-2-chloro-2-fluoro-acetyl)-[[(2S)-1-[4-(4-methoxyphenyl)phenyl]sulfonylpyrrolidine-2-carbonyl]amino]amino]acetamide